2-(3,5-dichlorobenzyl)-2,6-dihydropyrrolo[3,4-c]pyrazole ClC=1C=C(CN2N=C3C(=C2)C=NC3)C=C(C1)Cl